2-chloro-4-trifluoromethyl-Phenolate ClC1=C(C=CC(=C1)C(F)(F)F)[O-]